1-((3aR,6aS)-5-(5-chloro-2-((1-methyl-1H-pyrazol-4-yl)amino)pyrimidin-4-yl)-3a,6a-dimethylhexahydropyrrolo[3,4-c]pyrrol-2(1H)-yl)prop-2-yn-1-one ClC=1C(=NC(=NC1)NC=1C=NN(C1)C)N1C[C@@]2([C@](C1)(CN(C2)C(C#C)=O)C)C